BrC[N+](=O)[O-] bromonitromethane